5-[2-(2,6-difluoro-phenyl)-5-(4-fluoro-phenyl)-3H-imidazol-4-yl]-3-(1(R),2,2-trimethyl-propyl)-3H-imidazo[4,5-b]pyridin-2-ylamine mesylate S(C)(=O)(=O)O.FC1=C(C(=CC=C1)F)C1=NC(=C(N1)C1=CC=C2C(=N1)N(C(=N2)N)[C@@H](C(C)(C)C)C)C2=CC=C(C=C2)F